BrOC(C(F)(F)F)=O trifluoroacetyl hypobromite